C12=CC=C(C=3C(C=4C5=CC=C(C4C(C13)=O)C5)=O)C2 1,4:5,8-dimethanoanthracene-9,10-dione